(1R,2R)-2-fluoro-N-(6-(3-((4-methyl-6-propionylpyridin-3-yl)amino)-4H-1,2,4-triazol-4-yl)pyrimidin-4-yl)cyclopropane-1-carboxamide F[C@H]1[C@H](C1)C(=O)NC1=NC=NC(=C1)N1C(=NN=C1)NC=1C=NC(=CC1C)C(CC)=O